di-tert-butyl (2R,4R)-4-((6-chloro-3-fluoro-4-(methylsulfonyl)pyridin-2-yl)methyl)-2-methylpiperidine-1,4-dicarboxylate ClC1=CC(=C(C(=N1)C[C@@]1(C[C@H](N(CC1)C(=O)OC(C)(C)C)C)C(=O)OC(C)(C)C)F)S(=O)(=O)C